C(C)(C)(C)C(OP(=S)(OC(C)C(C)(C)C)OC1=NC(=NC(=C1)C)C(C)C)C di-t-butyldiazinon